FC1=C(C=C(C(=C1)C(F)(F)F)F)NS(=O)(=O)C1=CNC(=C1)C1=NC=CC(=C1)C(F)(F)F N-[2,5-difluoro-4-(trifluoromethyl)phenyl]-5-[4-(trifluoromethyl)-2-pyridyl]-1H-pyrrole-3-sulfonamide